NC=1N=C(SC1C(=O)C=1N=NN(C1)C1=CC=CC=C1)N(C1=CC=C(C=C1)F)C(C(=O)N)C (N-[4-Amino-5-(1-phenyltriazol-4-carbonyl)thiazol-2-yl]-4-fluoroanilino)propanamid